nonylacrolein C(CCCCCCCC)C(=O)C=C